[C-]#N.C(CCCCCCCCCCC)[NH+]1C(=CC=C1)CCC 1-dodecyl-2-propylpyrrolium cyanide